bis(2-ethylhexyl) β-isopropyldodecanedioate C(C)(C)C(CC(=O)OCC(CCCC)CC)CCCCCCCCC(=O)OCC(CCCC)CC